ammonium chloride formamidine salt C(=N)N.[Cl-].[NH4+]